CC1(COC1)N[C@H]1C[C@H](N(CC1)C(=O)N1CC2(CCCC2)[C@@H](CC1)CN1C(C=C(C=C1)C1=CC=CC=C1)=O)C1=CC=CC=C1 1-(((R)-7-((2S,4R)-4-((3-Methyloxetan-3-yl)amino)-2-phenylpiperidine-1-carbonyl)-7-azaspiro[4.5]dec-10-yl)methyl)-4-phenylpyridin-2(1H)-one